BrCC#CC1=C2CN(C(C2=CC=C1)=O)C1C(NC(CC1)=O)=O 3-(4-(3-bromopropynyl)-1-oxoisoindolin-2-yl)piperidine-2,6-dione